5-(1-Isothiazol-4-ylethoxy)-7-[5-methyl-1-(4-piperidyl)triazol-4-yl]imidazo[1,2-a]pyridine-3-carbonitrile S1N=CC(=C1)C(C)OC1=CC(=CC=2N1C(=CN2)C#N)C=2N=NN(C2C)C2CCNCC2